C(#N)C(C)CCCCC(C)C#N 2,7-dicyanooctane